NC1=C(C=C(C=C1)N1CCN(CC1)CC)CO (2-amino-5-(4-ethylpiperazin-1-yl)phenyl)methanol